N-(3-CHLORO-4-(TRIFLUOROMETHYL)PHENYL)-2,5-DIMETHYL-4-(PYRROLIDINE-1-CARBONYL)-4,5-DIHYDRO-1H-PYRROLE-3-SULFONAMIDE ClC=1C=C(C=CC1C(F)(F)F)NS(=O)(=O)C1=C(NC(C1C(=O)N1CCCC1)C)C